methyl(2-carboxyethyl)-phosphinic acid CP(O)(=O)CCC(=O)O